5'-(4-amino-2,6-dichlorophenoxy)-3,3-difluoro-1'H-spiro[cyclobutane-1,3'-indol]-2'-one NC1=CC(=C(OC=2C=C3C4(C(NC3=CC2)=O)CC(C4)(F)F)C(=C1)Cl)Cl